ClC1=NC2=CC(=NC=C2C=C1)C=C 2-chloro-7-vinyl-1,6-naphthyridine